C1(CC1)N1N=NC2=C1C=CC(=C2)C2=NC(=NO2)C=2C=NC=CC2C 1-cyclopropyl-5-[3-(4-methylpyridin-3-yl)-1,2,4-oxadiazol-5-yl]-1H-1,2,3-benzotriazole